5-amino-3-(4-bromophenyl)-1-(2,2-difluoro-1-methyl-ethyl)pyrazole-4-carbonitrile NC1=C(C(=NN1C(C(F)F)C)C1=CC=C(C=C1)Br)C#N